[Na+].NCCNCCC(=O)[O-] N-(2-aminoethyl)-β-alanine monosodium salt